COC1=CC=C(CNC=2C=3N(C4=CC(=CC=C4N2)C(=O)OC)C(=NC3)C)C=C1 Methyl 4-((4-methoxybenzyl)amino)-1-methylimidazo[1,5-a]quinoxalin-8-carboxylate